Tert-butyl N-methyl-N-[2-[(4-nitrophenyl)sulfonylamino]ethyl]carbamate CN(C(OC(C)(C)C)=O)CCNS(=O)(=O)C1=CC=C(C=C1)[N+](=O)[O-]